6-[5-(1-propynyl)pyridin-2-yl]pyrimidin-4(3H)-one C(#CC)C=1C=CC(=NC1)C1=CC(NC=N1)=O